(S)-4-(cyclopropylethynyl)-4-(1,1-difluoroethyl)-6-fluoro-7-((3-methyl-5-oxo-1,5-dihydro-4H-1,2,4-triazol-4-yl)methyl)-3,4-dihydroquinazolin-2(1H)-one C1(CC1)C#C[C@@]1(NC(NC2=CC(=C(C=C12)F)CN1C(=NNC1=O)C)=O)C(C)(F)F